N-[(4-(5-trifluoromethylpyridin-2-yloxy)phenyl)thiocarbamoyl]furan-2-carboxamide FC(C=1C=CC(=NC1)OC1=CC=C(C=C1)NC(=S)NC(=O)C=1OC=CC1)(F)F